BrC1=CC=C(C=C1)C1=C(N=C(S1)NC1=C(C(=O)OC)C=C(C=N1)C(F)(F)F)C(C)C methyl 2-(5-(4-bromophenyl)-4-isopropylthiazol-2-ylamino)-5-(trifluoromethyl)nicotinate